[Na].CC1=C(C(=NO1)C1=CC=CC=C1)C1=CC=C(C=C1)S(=O)(=O)NC(CC)=O N-[[4-(5-methyl-3-phenyl-isoxazolyl)phenyl]sulfonyl]propionamide sodium salt